C(C)(C)(C)OC(=O)NC=1C=2N(C=C(C1)NC(=O)C=1C=CC(=C3C=CN=NC13)N1CCC(CC1)N(C(OC(C)(C)C)=O)C1CC1)C=C(N2)C tert-butyl N-[1-[8-[[8-(tert-butoxycarbonylamino)-2-methyl-imidazo[1,2-a]pyridin-6-yl]carbamoyl]cinnolin-5-yl]-4-piperidyl]-N-cyclopropyl-carbamate